ClC=1C(=CC2=C(C(=CO2)COC2=C(C=CC=C2)CC(=O)OCC)C1)C ethyl 2-(2-((5-chloro-6-methylbenzofuran-3-yl)methoxy)phenyl)acetate